Methyl 2-(Trans-4-Aminocyclohexyl)-6-Bromo-7-Chloro-2,4-Dimethylbenzo[d][1,3]Dioxole-5-Carboxylate Trifluoroacetic Acid Salt FC(C(=O)O)(F)F.N[C@@H]1CC[C@H](CC1)C1(OC2=C(O1)C(=C(C(=C2C)C(=O)OC)Br)Cl)C